4-(6-chloro-8-fluoro-2-(((S)-1-methylpiperidin-2-yl)methoxy)-4-(piperazin-1-yl)quinazolin-7-yl)benzo[d]thiazol-2-amine ClC=1C=C2C(=NC(=NC2=C(C1C1=CC=CC2=C1N=C(S2)N)F)OC[C@H]2N(CCCC2)C)N2CCNCC2